C(=O)(OC(C)(C)C)N[C@@H](C(=O)O)P(=O)(O)O |r| (±)-Boc-α-phosphonoglycine